FC1=C(C=CC(=C1)[N+](=O)[O-])N1CCC(CC1)CCO 2-(1-(2-fluoro-4-nitrophenyl)piperidin-4-yl)ethan-1-ol